1-vinyl-3-ethylimidazolium iodide salt [I-].C(=C)N1C=[N+](C=C1)CC